1-(4-hydroxypiperidin-1-yl)-7-phenylheptane-1-one OC1CCN(CC1)C(CCCCCCC1=CC=CC=C1)=O